ethylene phosphorodifluoridite P(O)(F)F.C=C